7-Chloro-2-hydrazinyl-3-((2-(trimethylsilyl)ethoxy)methyl)-quinazolin-4(3H)-one ClC1=CC=C2C(N(C(=NC2=C1)NN)COCC[Si](C)(C)C)=O